FC=CC(=O)[O-] 3-fluoroacrylate